(S)-2-(3-Chlorophenyl)-2-methyl-1-phenylpropyl ((S)-1-(((S)-1-hydroxy-3-((S)-2-oxopyrrolidin-3-yl) propan-2-yl) amino)-4-methyl-1-oxopentan-2-yl)carbamate OC[C@H](C[C@H]1C(NCC1)=O)NC([C@H](CC(C)C)NC(O[C@H](C(C)(C)C1=CC(=CC=C1)Cl)C1=CC=CC=C1)=O)=O